(E)-4-oxo-6-phenylhex-5-enoic Acid O=C(CCC(=O)O)\C=C\C1=CC=CC=C1